OCC(C)OC1=NC2=C(N1C)C=C(C=C2)C(=O)O ((1-hydroxypropan-2-yl)oxy)-1-methyl-1H-benzo[d]imidazole-6-carboxylic acid